FC(C1=NC=C2N1CC(CN2C2=CC=C(C=C2)C(F)(F)F)CN)(F)F (6-(trifluoromethyl)-1-(4-(trifluoromethyl)phenyl)-1,2,3,4-tetrahydroimidazo[1,5-a]pyrimidin-3-yl)methanamine